N-(1-(3,3-difluorocyclobutyl)-6-oxo-1,6-dihydropyridazin-3-yl)-1-((2-hydroxyethyl)sulfonyl)-6-(6-azaspiro[2.5]octan-6-yl)indoline-5-carboxamide FC1(CC(C1)N1N=C(C=CC1=O)NC(=O)C=1C=C2CCN(C2=CC1N1CCC2(CC2)CC1)S(=O)(=O)CCO)F